Cl.CNCC(=O)N 2-(methylamino)acetamide, Hydrochloride